(+/-)-trans-3-((4-chloro-6-(furan-2-yl)-1,3,5-triazin-2-yl)amino)bicyclo[2.2.2]Octane-2-carboxylic acid methyl ester COC(=O)C1C2CCC(C1NC1=NC(=NC(=N1)Cl)C=1OC=CC1)CC2